tert-butyl (3S,4R)-4-[5-(2,7-dimethylindazol-5-yl)thieno[2,3-c]pyrazol-2-yl]-3-fluoropiperidine-1-carboxylate CN1N=C2C(=CC(=CC2=C1)C1=CC=2C(=NN(C2)[C@H]2[C@H](CN(CC2)C(=O)OC(C)(C)C)F)S1)C